1-(3-((3-(4-(3,5-dimethylisoxazol-4-yl)benzyl)-4-methyl-2-oxo-2H-chromen-7-yl)oxy)-2-hydroxypropyl)piperidine-4-carboxamide CC1=NOC(=C1C1=CC=C(CC=2C(OC3=CC(=CC=C3C2C)OCC(CN2CCC(CC2)C(=O)N)O)=O)C=C1)C